BrC1=CC(=NC2=CC=CC=C12)N(C(=O)OC(C)(C)C)C(=O)OC(C)(C)C di-tert-butyl (4-bromoquinolin-2-yl)-2-imidodicarbonate